OC(CCOCP(OCC)(=O)OCC)COS(=O)(=O)C1=CC=C(C=C1)C diethyl {3-hydroxy-4-[(4-methylbenzene-sulfonyl)oxy]butoxy}methanephosphonate